2,4'-difluoro-2'-((methylsulfonyl)methyl)-[1,1'-biphenyl]-4-carboxamide FC1=C(C=CC(=C1)C(=O)N)C1=C(C=C(C=C1)F)CS(=O)(=O)C